2,2-bis(3,5-dichloro-4-cyanophenyl)propane tert-butyl-(3aR,6aR)-4-(4-(2,6-dioxopiperidin-3-yl)phenyl)hexahydropyrrolo[3,2-b]pyrrole-1(2H)-carboxylate C(C)(C)(C)OC(=O)N1[C@H]2[C@@H](CC1)N(CC2)C2=CC=C(C=C2)C2C(NC(CC2)=O)=O.ClC=2C=C(C=C(C2C#N)Cl)C(C)(C)C2=CC(=C(C(=C2)Cl)C#N)Cl